FC(CN1C[C@@H](CC1)C(=O)OC)(F)F methyl (R)-1-(2,2,2-trifluoroethyl)pyrrolidine-3-carboxylate